O=C1NC(CCC1N1C(N(C2=C1C=CC=C2C#CCC2CCN(CC2)C(=O)OC(C)(C)C)C)=O)=O tert-butyl 4-[3-[1-(2,6-dioxopiperidin-3-yl)-3-methyl-2-oxo-1,3-benzodiazol-4-yl]prop-2-yn-1-yl]piperidine-1-carboxylate